N1N=CC2=CC(=CC=C12)\C(=C(/CC)\C1=CC=CC=C1)\C1=CC(=C(C=C1)/C=C/C(=O)O)C (E)-3-(4-((E)-1-(1H-indazol-5-yl)-2-phenylbut-1-en-1-yl)-2-methylphenyl)acrylic acid